N1=C(C=CC=C1)N1C(COCC1)=O 4-(pyridin-2-yl)-morpholinone